(1-ethyl-1H-pyrazol-4-yl)boric acid C(C)N1N=CC(=C1)OB(O)O